CC1=NC(=CC=C1O[C@@H]1C[C@H](CCC1)C(=O)OC(C)C)C=1N=NN(C1COC(N(CCC)C)=O)C isopropyl (1S,3S)-3-((2-methyl-6-(1-methyl-5-(((methyl(propyl)carbamoyl)oxy) methyl)-1H-1,2,3-triazol-4-yl)pyridin-3-yl)oxy)cyclohexane-1-carboxylate